NC=1C=C(C(=C2CCCC(C12)=O)CCCO)F 8-amino-6-fluoro-5-(3-hydroxypropyl)-3,4-dihydronaphthalen-1(2H)-one